6-bromo-4-hydroxy-2-methylquinoline-7-carbonitrile BrC=1C=C2C(=CC(=NC2=CC1C#N)C)O